2-Chloro-N-(1-(2-chloro-4-((4-(1-methyl-4-(trifluoromethyl)-1H-imidazol-2-yl)benzyl)Amino)pyrimidin-5-yl)cyclobutyl)acetamide ClCC(=O)NC1(CCC1)C=1C(=NC(=NC1)Cl)NCC1=CC=C(C=C1)C=1N(C=C(N1)C(F)(F)F)C